[Cl-].C[N+](C(C)C)(CCC)C N,N-dimethyl-N-propyl-2-propanaminium chloride